di-isopropylbismuth diacetate C(C)(=O)[O-].C(C)(=O)[O-].C(C)(C)[Bi+2]C(C)C